N-(4-ethoxy-1-(1H-indol-3-yl)butane-2-yl)-6-(4-methylpiperazin-1-yl)benzo[b]thiophene-2-carboxamide C(C)OCCC(CC1=CNC2=CC=CC=C12)NC(=O)C1=CC2=C(S1)C=C(C=C2)N2CCN(CC2)C